ClC=1C(=CC2=C(C=3N([C@@H](CO2)C(C)C)C=C(C(C3)=O)C(=O)OCC)C1)O Ethyl (R)-2-chloro-3-hydroxy-7-isopropyl-11-oxo-6,7-dihydro-11H-benzo[f]pyrido[1,2-d][1,4]oxazepine-10-carboxylate